ClC1=C(C=C(C(=O)NC2=CC=C(C=C2)C=2OC(=C(N2)C2CC2)C)C=C1)CN1CCS(CC1)(=O)=O 4-Chloro-N-[4-(4-cyclopropyl-5-methyl-1,3-oxazol-2-yl)phenyl]-3-[(1,1-dioxo-1,4-thiazinan-4-yl)methyl]benzamide